C(C)(C)(C)[C@@]1(N(CC[C@@H](C1)N1N=CC=2C(=NC=3C(=C(C(=CC3C21)I)Br)F)SC)C(=O)OCCN(CCC[Si](OCC)(OCC)OCC)CCC[Si](OCC)(OCC)OCC)CC#N 2-[Bis[3-(triethoxysilyl)propyl]amino]ethanol tert-butyl-(2S,4S)-4-(7-bromo-6-fluoro-8-iodo-4-(methylthio)-1H-pyrazolo[4,3-c]quinolin-1-yl)-2-(cyanomethyl)piperidine-1-carboxylate